(Z)-2-(but-2-en-2-yl)-4,4,5,5-tetramethyl-1,3,2-dioxaborolane C\C(=C/C)\B1OC(C(O1)(C)C)(C)C